(S)-1'-(6-amino-5-((3,5-dichloropyridin-4-yl)thio)pyrazin-2-yl)-5,7-dihydrospiro[cyclopenta[b]pyridine-6,4'-piperidin]-5-amine NC1=C(N=CC(=N1)N1CCC2(CC1)[C@@H](C=1C(=NC=CC1)C2)N)SC2=C(C=NC=C2Cl)Cl